NC(COCCNC(C1=C(C=C(C=C1)NC=1C=2N(C=CN1)C(=CN2)C2=CC=C(C=C2)OC(F)F)C)=O)=O N-[2-(2-amino-2-oxo-ethoxy)ethyl]-4-[[3-[4-(difluoromethoxy)phenyl]imidazo[1,2-a]pyrazin-8-yl]amino]-2-methyl-benzamide